2-(1-(cyclopropylmethyl)piperidin-4-yl)-5-(7,8-dimethyl-[1,2,4]triazolo[1,5-a]pyridin-6-yl)-4H-pyrrolo[3,2-d]thiazole C1(CC1)CN1CCC(CC1)C=1SC2=C(N1)C=C(N2)C=2C(=C(C=1N(C2)N=CN1)C)C